FC=1C(=C(OC2=NC=C(C(=C2C=2NC=3C=CN=C(C3C(C2)=O)C(=O)N)C)C(F)(F)F)C=CC1F)C 2-[2-(3,4-difluoro-2-methyl-phenoxy)-4-methyl-5-(trifluoromethyl)-3-pyridinyl]-4-oxo-1H-1,6-naphthyridine-5-carboxamide